COC1=CC=C(C=N1)C=1N=C(NC1C1=CC(=NC=C1)C)N 4-(6-Methoxypyridin-3-yl)-5-(2-methylpyridin-4-yl)-1H-imidazol-2-amine